S-n-butylsulfenamide C(CCC)SN